benzyl ((2R,3R)-3-((2-oxabicyclo[2.2.2]octan-4-yl)methoxy)-1-((4-methoxyphenyl)sulfonamido)-1-oxobutan-2-yl)carbamate C12OCC(CC1)(CC2)CO[C@@H]([C@H](C(=O)NS(=O)(=O)C2=CC=C(C=C2)OC)NC(OCC2=CC=CC=C2)=O)C